C(C)N1C(C[C@@H](C1)CN1N=C2N=C(C=CC2=C1C)C1=C(C=C(C=C1C)C(F)(F)F)O)=O |o1:5| (S or R)-1-ethyl-4-((6-(2-hydroxy-6-methyl-4-(trifluoromethyl)phenyl)-3-methyl-2H-pyrazolo[3,4-b]pyridin-2-yl)methyl)pyrrolidin-2-one